(3R)-7-(5-amino-1,3,4-oxadiazol-2-yl)-4-oxo-3,5-dihydro-2H-1,5-benzothiazepin-3-yl carbamate C(N)(O[C@H]1CSC2=C(NC1=O)C=C(C=C2)C=2OC(=NN2)N)=O